CC1CC2=C(C3=CC=C(C=C3C(=C2CC1)OC)C)OC(C(=C)C)=O 2,6-dimethyl-9-methacryloyloxy-10-methoxy-1,2,3,4-tetrahydroanthracene